methyl 4-aminotetrazolo[1,5-a]quinoxaline-8-carboxylate NC=1C=2N(C3=CC(=CC=C3N1)C(=O)OC)N=NN2